3-(4-((2-aminoethyl)thio)-1,2,5-oxadiazol-3-yl)-4-(3-bromo-4-fluorophenyl)-1,2,4-oxadiazol-5(4H)-one hydrochloride Cl.NCCSC=1C(=NON1)C1=NOC(N1C1=CC(=C(C=C1)F)Br)=O